tert-butyl (3-(((3-aminoquinolin-4-yl)amino)methyl)phenyl)carbamate NC=1C=NC2=CC=CC=C2C1NCC=1C=C(C=CC1)NC(OC(C)(C)C)=O